C(C#C)C(C(=O)OC1=CC=C(C=C1)[N+](=O)[O-])CC#C 4-Nitrophenyl 2-(prop-2-yn-1-yl)pent-4-ynoate